(2,6-dichlorophenyl)-5-(1-fluorocyclopropyl)-1,2-oxazole-4-carboxylic acid ClC1=C(C(=CC=C1)Cl)C1=NOC(=C1C(=O)O)C1(CC1)F